9-[4-(4,5-diphenyl-4H-1,2,4-triazol-3-yl)phenyl]-9H-carbazole palladium(II) [Pd+2].C1(=CC=CC=C1)N1C(=NN=C1C1=CC=CC=C1)C1=CC=C(C=C1)N1C2=CC=CC=C2C=2C=CC=CC12